N-[(2-pyridyl)m-tolyl]methyleneamine N1=C(C=CC=C1)C1=C(C=CC=C1N=C)C